N-phenyl-N-[1-(1-phenylpropan-2-yl)-4-piperidyl]propanamide C1(=CC=CC=C1)N(C(CC)=O)C1CCN(CC1)C(CC1=CC=CC=C1)C